(S)-2-((4-(6-((4-cyano-2-fluorobenzyl)oxy)pyridin-2-yl)-2,3-dihydrobenzofuran-7-yl)methyl)-1-(oxetane-2-ylmethyl)-1H-benzo[d]imidazole-6-carboxylic acid C(#N)C1=CC(=C(COC2=CC=CC(=N2)C2=CC=C(C3=C2CCO3)CC3=NC2=C(N3C[C@H]3OCC3)C=C(C=C2)C(=O)O)C=C1)F